C1(=CC=CC=C1)COC1=C(C=CC=C1OCOC)B(OO)OO (2-(phenylmethyloxy)-3-(methoxymethoxy)phenyl)dihydroxyboronic acid